6-Chloro-2-Methyl-2,7-Naphthyridin-1(2H)-One ClC=1C=C2C=CN(C(C2=CN1)=O)C